4,5-dibromo-9,9-dimethylfluorene BrC1=CC=CC=2C(C3=CC=CC(=C3C12)Br)(C)C